8-(3-methylbutanoyl)-6,10-dioxaspiro[4.5]decane-7,9-dione CC(CC(=O)C1C(OC2(CCCC2)OC1=O)=O)C